CN1CCN(C(C2=C1C=CC=C2)=O)CC2=CC=C(C=C2)OC(CCNC)C2=CC=CC=C2 1-Methyl-4-(4-(3-(methylamino)-1-phenylpropoxy)benzyl)-1,2,3,4-tetrahydro-5H-benzo[e][1,4]diazepin-5-one